COCCNCCCCCCCCCCCCCCCCCCCC N-(2-methoxyethyl)eicosan-1-amine